(S)-N-(5-(2-(1-cyclopropylethyl)-7-(N-(2-methoxyethyl)sulfamoyl)-1-oxoisoindolin-5-yl)-1-methyl-1H-pyrazol-3-yl)acetamide C1(CC1)[C@H](C)N1C(C2=C(C=C(C=C2C1)C1=CC(=NN1C)NC(C)=O)S(NCCOC)(=O)=O)=O